S1C=NC(=C1)C1(CC1)C=1NC(C2=C(N1)CCNC2)=O 2-(1-(thiazol-4-yl)cyclopropyl)-5,6,7,8-tetrahydropyrido[4,3-d]pyrimidin-4(3H)-one